Lithium (2,2',3,3',5,5',6,6'-octafluoro-3'',5''-divinyl-[1,1':4',1''-terphenyl]-4-yl)tris(2,3,5,6-tetrafluoro-4-(trifluoromethyl)phenyl)borate FC1=C(C(=C(C(=C1F)[B-](C1=C(C(=C(C(=C1F)F)C(F)(F)F)F)F)(C1=C(C(=C(C(=C1F)F)C(F)(F)F)F)F)C1=C(C(=C(C(=C1F)F)C(F)(F)F)F)F)F)F)C1=C(C(=C(C(=C1F)F)C1=CC(=CC(=C1)C=C)C=C)F)F.[Li+]